4-ethyl-3-methylsulfanyl-1H-1,2,4-triazol-5-one C(C)N1C(=NNC1=O)SC